6-(Difluoromethyl)-3-(6-(3-(2-(methylsulfonyl)ethyl)piperidin-1-yl)pyrimidin-4-yl)imidazo[1,2-b]pyridazine FC(C=1C=CC=2N(N1)C(=CN2)C2=NC=NC(=C2)N2CC(CCC2)CCS(=O)(=O)C)F